O=C1C2=CC=C(C=C2C(C=2C=CC(=CC12)C1=C(C(=O)[O-])C=CC(=C1)CCSC1=CC=C(C=C1)N1N=NC(=C1)C1=CC=C(C=C1)Br)=O)C1=C(C(=O)[O-])C=CC(=C1)CCSC1=CC=C(C=C1)N1N=NC(=C1)C1=CC=C(C=C1)Br 9,10-dioxo-9,10-dihydroanthracene-2,6-diylbis(4-(2-((4-(4-(4-bromophenyl)-1h-1,2,3-triazol-1-yl) phenyl) thio) ethyl) benzoate)